CN1N=C(C=C1)C=1C=C(C=NC1OC1=CC=C(C=C1)C(F)(F)F)C(=O)N[C@@H](CNC(OC(C)(C)C)=O)C |o1:26| tert-Butyl [(2R) or (2S)-2-({5-(1-methyl-1H-pyrazol-3-yl)-6-[4-(trifluoromethyl) phenoxy]pyridine-3-carbonyl}amino)propyl]carbamate